N=1NC=C2C=C(C=CC12)B(O)O (2H-indazol-5-yl)boranediol